pentamethylpiperidine-4-acrylate CC1(C(N(CCC1C=CC(=O)[O-])C)(C)C)C